C(C=C)(=O)N1CCN(CC1)C1=C(C(N(C2=NC(=C(C=C12)Cl)[Sn](CCCC)(CCCC)CCCC)C=1C(=NC=CC1C)C(C)C)=O)C#N 4-(4-acryloylpiperazin-1-yl)-6-chloro-1-(2-isopropyl-4-methylpyridin-3-yl)-2-oxo-7-(tributylstannyl)-1,2-dihydro-1,8-naphthyridine-3-carbonitrile